BrC1=CC(=C(CC=2C=C(C(N(N2)CC2=CC=C(C=C2)OC)=O)C2(CCCC2)C)C(=C1)C)C 6-(4-bromo-2,6-dimethylbenzyl)-2-(4-methoxybenzyl)-4-(1-methylcyclopentyl)pyridazine-3(2H)-one